tert-butyl (S)-((5-chloro-6-((1-(2-fluorophenyl)ethyl)amino) pyridin-3-yl)sulfonyl)(thiazol-4-yl)carbamate ClC=1C=C(C=NC1N[C@@H](C)C1=C(C=CC=C1)F)S(=O)(=O)N(C(OC(C)(C)C)=O)C=1N=CSC1